CC1(C=CC=C2C1CN2CCNC(=O)C=2C=C(C(=NC2)C)C=2N1C(SC2C=2C=NC=CC2)=C(C=N1)C(=O)N)C (5-((2-(3,3-dimethylbenzazetidin-1-yl)ethyl)carbamoyl)-2-methylpyridin-3-yl)-2-(pyridin-3-yl)pyrazolo[5,1-b]Thiazole-7-carboxamide